2-(3-(4-amino-3-hydroxystyryl)-5,5-dimethylcyclohex-2-en-1-ylidene)malononitrile NC1=C(C=C(C=CC2=CC(CC(C2)(C)C)=C(C#N)C#N)C=C1)O